FC=1C(=NC=C(C1)C=1N(C(C2=CC(=CC(=C2C1)[C@@H](C)NC1=C(C=CC=C1)S(=O)(=NC)C)C)=O)C)C=1C(=NC=C(C1)F)C 3-(3,5'-Difluoro-2'-methyl-[2,3'-bipyridin]-5-yl)-5-((1R)-1-((2-(N,S-dimethylsulfonimidoyl)phenyl)amino)ethyl)-2,7-dimethylisoquinolin-1(2H)-one